tert-butyl (3-chloro-4-(5-(trifluoromethyl)-1,2,4-oxadiazol-3-yl)phenyl)carbamate ClC=1C=C(C=CC1C1=NOC(=N1)C(F)(F)F)NC(OC(C)(C)C)=O